C(#C)[C@@]1(O[C@H](C[C@@H]1O)N1C2=NC(=NC(=C2N=C1)NC(CCCCCCCCCCCCC)=O)F)COC(CC)=O.OC1=C(C=CC(=C1)OCCCCCCCC)N1N=C2C(=N1)C=CC=C2 2-(2'-hydroxy-4'-octyloxyphenyl)benzotriazole ((2R,3S,5R)-2-ethynyl-5-(2-fluoro-6-tetradecanamido-9H-purin-9-yl)-3-hydroxytetrahydrofuran-2-yl)methyl-propionate